[Mg+2].[Mg+2].[Mg+2].[N-3].[N-3] Magnesium nitrid